OC=1C(OC(C1O)C1OC2(OC1)C1CC3CC(CC2C3)C1)=O 3,4-dihydroxy-5-((1r,3r,5r,7r)-spiro[adamantane-2,2'-[1,3]dioxolan]-4'-yl)furan-2(5H)-one